N1CC2(C1)C1=C(CS2)SC=C1 spiro[6H-thieno[2,3-c]thiophene-4,3'-azetidine]